(3-(3-bromobenzoyl)-2-(3-bromophenyl)indolizin-1-yl)pyridin-2(1H)-one BrC=1C=C(C(=O)C2=C(C(=C3C=CC=CN23)N2C(C=CC=C2)=O)C2=CC(=CC=C2)Br)C=CC1